NC1=NC=C(C=C1O[C@H](C)C=1C=C(C=CC1)NC(C1=CC(=CC=C1)N1CCN(CC1)C)=O)Cl (R)-N-(3-(1-((2-Amino-5-chloropyridin-3-yl)oxy)ethyl)phenyl)-3-(4-methylpiperazin-1-yl)benzamid